16-(1-pyrrolidyl)androstane N1(CCCC1)C1C[C@]2(C)[C@@H](C1)[C@@H]1CCC3CCCC[C@]3(C)[C@H]1CC2